ClC1=CC=C(C=N1)CN1C=CC=C2C1=NC(N(C2=O)C2=CC=C(C=C2)OC)=O 8-((6-chloropyridin-3-yl)methyl)-3-(4-methoxyphenyl)pyrido[2,3-d]pyrimidine-2,4(3H,8H)-dione